C(CCCCCCC)NC(OC1=CC(=C(C=C1)O)C=1C=NC=C(C1)C1=NN=CN1COCC[Si](C)(C)C)=O 4-hydroxy-3-(5-(4-((2-(trimethylsilyl)ethoxy)methyl)-4H-1,2,4-triazol-3-yl)pyridin-3-yl)phenyl octylcarbamate